NC1=CC2=C(N(N=C2C2=C1C(NC2=O)(O)C2=C(C=CC(=C2)F)Cl)C)C2CC2 5-amino-6-(2-chloro-5-fluorophenyl)-3-cyclopropyl-6-hydroxy-2-methyl-7,8-dihydro-6H-pyrrolo[4,3-g]indazol-8-one